ClC1=CC(=NC2=CC=CC=C12)C1=CC=C(C=C1)N1CCN(CC1)C(=O)OC(C)(C)C tert-butyl 4-(4-(4-chloroquinolin-2-yl)phenyl)piperazine-1-carboxylate